NCC(=O)NC1=CC=C(CN2C(N(CC2)C=2C=C(C=NC2)NC2=CC=C(C=N2)C2=CC=C(C(=O)N(C)C)C=C2)=O)C=C1 4-(6-((5-(3-(4-(2-aminoacetamido)benzyl)-2-oxoimidazolidin-1-yl)pyridin-3-yl)amino)pyridin-3-yl)-N,N-dimethyl-benzamide